(S,E)-2-cyclopentyl-N-(4-methyl-1-(methylsulfonyl)pent-1-en-3-yl)-4-phenoxypyrimidine-5-carboxamide C1(CCCC1)C1=NC=C(C(=N1)OC1=CC=CC=C1)C(=O)N[C@H](/C=C/S(=O)(=O)C)C(C)C